[(3S)-3-[[4-(2-fluoropyrid-3-yl)pyrimidin-2-yl]amino]piperidin-1-yl]carboxylate ethyl-5-(tetrahydrofuran-2-yl)isoxazole-3-carboxylate C(C)OC(=O)C1=NOC(=C1)C1OCCC1.FC1=NC=CC=C1C1=NC(=NC=C1)N[C@@H]1CN(CCC1)C(=O)O